C(C)(C)(C)NC(=O)C1=NN2C(N(C3=C(C2=O)CN(C3=O)C(C)C)CC(=O)NC3=NC=C(C=C3)F)=C1 N-tert-butyl-4-{2-[(5-fluoropyridin-2-yl)amino]-2-oxoethyl}-5,8-dioxo-6-(propan-2-yl)-5,6,7,8-tetrahydro-4H-pyrazolo[1,5-a]pyrrolo[3,4-d]pyrimidine-2-carboxamide